FC1=CC=CC2=C1[C@@H](OCCC2)CNC (R)-1-(9-fluoro-1,3,4,5-tetrahydrobenzo[c]oxepin-1-yl)-N-methylmethanamine